CC1=C(C=CC(=C1)[N+](=O)[O-])N1CCN(CC1)CC1CCC2(CCN(CC2)C(=O)OC(C)(C)C)CC1 tert-butyl 9-((4-(2-methyl-4-nitrophenyl) piperazin-1-yl) methyl)-3-azaspiro[5.5]undecane-3-carboxylate